4-[4-(4-aminopiperidin-1-yl)-1-(4-methoxyphenyl)-6-oxopyrimidin-2-yl]-2-fluorobenzonitrile NC1CCN(CC1)C=1N=C(N(C(C1)=O)C1=CC=C(C=C1)OC)C1=CC(=C(C#N)C=C1)F